N-(2,2'-dichloro-3'-(5-formyl-4-methoxypyridin-2-yl)-[1,1'-biphenyl]-3-yl)-1,3-dimethyl-2,4-dioxo-1,2,3,4-tetrahydropyrimidine-5-carboxamide ClC1=C(C=CC=C1NC(=O)C=1C(N(C(N(C1)C)=O)C)=O)C1=C(C(=CC=C1)C1=NC=C(C(=C1)OC)C=O)Cl